PerFluoroCarbon C(F)(F)(F)F